dimethyldodecyl-(2-acrylamidoethyl)ammonium C[N+](CCNC(C=C)=O)(CCCCCCCCCCCC)C